2-chloro-9-methacryloyloxy-10-acetoxy-1,2,3,4-tetrahydroanthracene ClC1CC2=C(C3=CC=CC=C3C(=C2CC1)OC(C)=O)OC(C(=C)C)=O